Methyl (S)-3-(3-(3-(3-acetoxy-2,2-dimethylpropyl)-1H-indol-5-Yl)phenyl)-2-((tert-butoxycarbonyl)amino)propanoate C(C)(=O)OCC(CC1=CNC2=CC=C(C=C12)C=1C=C(C=CC1)C[C@@H](C(=O)OC)NC(=O)OC(C)(C)C)(C)C